C(C=C)(=O)OCCOCCC[Si](OC)(OC)OC acryloyloxyethoxypropyl-trimethoxysilane